NC1=C2N=CN(C2=NC=N1)[C@H]1[C@@H]([C@@H]([C@H](O1)CN(S(=O)(=O)NC(=O)[C@H]1NCCC1)CCCCCCOCCOCCN)O)O (S)-N-(N-(((2R,3S,4R,5R)-5-(6-amino-9H-purin-9-yl)-3,4-dihydroxytetrahydrofuran-2-yl)methyl)-N-(6-(2-(2-aminoethoxy)ethoxy)hexyl)sulfamoyl)pyrrolidine-2-carboxamide